FC1=CC=C(C=C1)C=1NC=C(C1C#N)C 2-(4-fluorophenyl)-4-methyl-1H-pyrrole-3-carbonitrile